divinylbenzene-maleic anhydride C=CC1=C(C(=CC=C1)C2=CC(=O)OC2=O)C=C